C1(=CC=CC=C1)C1=NC2=CC=CC=C2C(C1)=O phenyl-4-oxoquinoline